C(C)(C)(C)OC(NC1=C(C=C(C=C1)C=1C=NC=NC1)N)=O.CC1=CC(=NN1C1=CC=CC=C1)N1CCN(CC1)CC1CCOCC1 1-(5-Methyl-1-Phenyl-Pyrazol-3-yl)-4-(Tetrahydropyran-4-ylmethyl)Piperazine tert-butyl-N-(2-amino-4-pyrimidin-5-yl-phenyl)carbamate